2-cyclopropyl-N4-(1-(2-methoxyphenyl)pyrrolidin-3-yl)-N6-methyl-N6-propylquinazoline-4,6-diamine C1(CC1)C1=NC2=CC=C(C=C2C(=N1)NC1CN(CC1)C1=C(C=CC=C1)OC)N(CCC)C